ClCC1(CC(=CC=C1)C)C 2-(chloromethyl)-2,6-dimethylbenzene